C(CC)(=O)O[C@H]1CC[C@@H]2[C@@]1(CC[C@@H]1[C@]3(CCC=4N=C(SC4C3=CC[C@@H]21)NC2=C(C=CC=C2)OC)C)C (5aR,5bS,7aS,8S,10aS,10bR)-2-((2-methoxyphenyl)amino)-5a,7a-dimethyl-5,5a,5b,6,7,7a,8,9,10,10a,10b,11-dodecahydro-4H-cyclopenta[7,8]phenanthro[2,1-d]thiazol-8-yl propionate